C(C)OC(CCC1CCC(CC1)OC1=C(C(=CC=C1)Br)C(F)(F)F)=O ethyl-3-((1r,4r)-4-(3-bromo-2-(trifluoromethyl)phenoxy)cyclohexyl)propanoate